(1-Acetylpiperidin-4-yl)-4-oxo-2-((2-(trimethylsilyl)ethoxy)methyl)-4,5-dihydro-2H-pyrazolo[4,3-c]pyridine-7-carboxylic acid C(C)(=O)N1CCC(CC1)C=1N(N=C2C1C(NC=C2C(=O)O)=O)COCC[Si](C)(C)C